FC1=C(C=CC=C1)[C@@H](C)NC(OC(C)(C)C)=O tert-butyl (R)-(1-(2-fluorophenyl)ethyl)carbamate